BrCC1CCC(CC1)COC1=CC(=C(C=C1)NC(OC(C)(C)C)=O)OC tert-butyl (4-(((1r,4r)-4-(bromomethyl)cyclohexyl)methoxy)-2-methoxyphenyl)carbamate